1-acetyl-4-fluoro-N-{[6-fluoro-5-(propan-2-yl)pyridin-2-yl][3-(1,3,4-oxadiazol-2-yl)phenyl]methyl}pyrrolidine-2-carboxamide C(C)(=O)N1C(CC(C1)F)C(=O)NC(C1=CC(=CC=C1)C=1OC=NN1)C1=NC(=C(C=C1)C(C)C)F